BrC1=CC=C(C=C1)N(C(=O)C1CCN(CC1)C(C(F)(F)F)=O)C 1-(2,2,2-Trifluoroacetyl)-piperidine-4-carboxylic acid (4-bromophenyl)-methyl-amide